C(C=C)(=O)SSCC1=CC=C(C=C1)OC1=CC=CC=C1 (4-phenoxybenzyl) prop-2-ene(dithioperoxoate)